2-(3-(4-((5-(2-aminopyridin-3-yl)isoxazol-3-yl)methyl)benzyl)phenyl)propan-2-ol NC1=NC=CC=C1C1=CC(=NO1)CC1=CC=C(CC=2C=C(C=CC2)C(C)(C)O)C=C1